FC=1C=C(C=CC1C(=O)N1CCOCCC1)C1=CC=CN2C1=NC(=C(C2=O)C)C(F)(F)F 9-(3-fluoro-4-(1,4-oxazepan-4-ylcarbonyl)phenyl)-3-methyl-2-(trifluoromethyl)-4H-pyrido[1,2-a]pyrimidin-4-one